(2R,3S,4R,5R)-5-(4-aminopyrrolo[2,1-f][1,2,4]triazin-7-yl)-5-cyano-2-((2-cyclohexylacetoxy)methyl)-4-hydroxytetrahydrofuran-3-yl isobutyrate C(C(C)C)(=O)O[C@@H]1[C@H](O[C@@]([C@@H]1O)(C#N)C1=CC=C2C(=NC=NN21)N)COC(CC2CCCCC2)=O